1',1'-Difluoro-2-(5-fluoro-2-pyridyl)-3-(1H-pyrazolo[3,4-b]pyridin-4-yl)spiro[4,6-dihydropyrrolo[1,2-b]pyrazole-5,2'-cyclopropane] FC1(C2(C1)CC=1N(N=C(C1C1=C3C(=NC=C1)NN=C3)C3=NC=C(C=C3)F)C2)F